tert-butyl (R)-3-((R)-3-(3-allylphenyl)-1-(tert-butoxy)-1-oxopropane-2-yl)pyrrolidine-1-carboxylate C(C=C)C=1C=C(C=CC1)C[C@@H](C(=O)OC(C)(C)C)[C@@H]1CN(CC1)C(=O)OC(C)(C)C